1-(styryl)-4-(m-trifluoromethylphenyl)-5-amino-1,2,3-triazole C(=CC1=CC=CC=C1)N1N=NC(=C1N)C1=CC(=CC=C1)C(F)(F)F